P(=O)(O)(O)O.O1CC1 oxirane mono(dihydrogen phosphate)